(4-((S)-2-(1-(2-cyano-3-((S)-1,2,3,4-tetrahydronaphthalen-2-yl)guanidino)cyclopropyl)-2-(dimethylamino)ethyl)phenyl)boronic acid C(#N)N=C(NC1(CC1)[C@H](CC1=CC=C(C=C1)B(O)O)N(C)C)N[C@@H]1CC2=CC=CC=C2CC1